BrC1=NN(C=2C1=NC(=CC2O)N2[C@@H](COCC2)C)CC (R)-3-bromo-1-ethyl-5-(3-methylmorpholino)-1H-pyrazolo[4,3-b]Pyridin-7-ol